FC(OC1=NN(C=C1F)C1=NC2=CC(=NC=C2C=C1)CNC(=O)C1=CC2=C(COC[C@@H](S2(=O)=O)F)C(=C1)C(F)F)F (2R)-N-[[2-[3-(difluoromethoxy)-4-fluoro-pyrazol-1-yl]-1,6-naphthyridin-7-yl]methyl]-6-(difluoromethyl)-2-fluoro-1,1-dioxo-3,5-dihydro-2H-4,1-benzoxathiepine-8-carboxamide